C1=NC(=C2C(=N1)N(C=N2)[C@H]3[C@@H]([C@@H]([C@H](O3)COP(=O)(O)OP(=O)(O)OC[C@@H]4C(=C([C@H]5[C@@H](O4)NC6=C(N5)C(=O)NC(=N6)N)S)S)O)O)N The molecule is a molybdopterin dinucleotide resulting from the formal condensation of the phosphate groups of molybdopterin and adenosine 5'-monophosphate to give a diphosphate linkage. It is a conjugate acid of a molybdopterin adenine dinucleotide(3-).